N-((4-(3-cyclopropyl-1-methyl-1H-pyrazol-5-yl)bicyclo[2.2.2]octan-1-yl)methyl)-4,4-difluoro-N-(3-(methylsulfonyl)phenyl)cyclohexane-1-carboxamide C1(CC1)C1=NN(C(=C1)C12CCC(CC1)(CC2)CN(C(=O)C2CCC(CC2)(F)F)C2=CC(=CC=C2)S(=O)(=O)C)C